((6-hydroxyundecane-1,11-diyl)bis(sulfanediyl))bis(octane-1,2-diyl) bis(3-cyclohexyl-propanoate) C1(CCCCC1)CCC(=O)OC(CSCCCCCC(CCCCCSCC(CCCCCC)OC(CCC1CCCCC1)=O)O)CCCCCC